methyl (2S)-2-[[(2S)-2-amino-3-cyclohexyl-propanoyl]amino]-3-[(3S)-2-oxopyrrolidin-3-yl]propanoate N[C@H](C(=O)N[C@H](C(=O)OC)C[C@H]1C(NCC1)=O)CC1CCCCC1